C1(CC1)C(=O)NC1=NC=C(C(=O)NC([2H])([2H])[2H])C(=C1)NC1=C(C2=C(C=N1)N=CN2CC(C)(F)F)OC 6-(Cyclopropanecarboxamido)-4-((1-(2,2-difluoropropyl)-7-methoxy-1H-imidazo[4,5-c]pyridin-6-yl)amino)-N-(methyl-d3)nicotinamide